(1-(2-chloro-5-((1-methyl-1H-pyrazol-4-yl)ethynyl)pyridin-4-yl)piperidin-4-yl)methanol ClC1=NC=C(C(=C1)N1CCC(CC1)CO)C#CC=1C=NN(C1)C